N-(2-Amino-3-fluoro-4-((4-(trifluoromethyl)benzyl)amino)phenyl)-4-cyclohexylbutanamid NC1=C(C=CC(=C1F)NCC1=CC=C(C=C1)C(F)(F)F)NC(CCCC1CCCCC1)=O